ClC=1C(=C(C=CC1)NC1=C(NC2=C1C(NCC2)=O)C2=NC(=NC=C2)C2=CN=NC=C2)OC 3-[(3-chloro-2-methoxyphenyl)amino]-2-[2-(pyridazin-4-yl)pyrimidin-4-yl]-1H,5H,6H,7H-pyrrolo[3,2-c]pyridin-4-one